ClC=1N=C(C2=C(N1)C(=C(N=C2)Cl)F)N([C@H]2CN(C[C@H]2F)C(=O)OC(C)(C)C)C tert-butyl (3S,4R)-3-((2,7-dichloro-8-fluoropyrido[4,3-d]pyrimidin-4-yl)(methyl)amino)-4-fluoropyrrolidine-1-carboxylate